FC(C(=O)O)(F)F.FC1=C(C#N)C=C(C=C1)COC=1C=C2N(C(N1)=O)CC1N2CCN(C1)C(C(C)(C)C)=O 2-Fluoro-5-(((9-oxo-2-pivaloyl-2,3,4,9,11,11a-hexahydro-1H-pyrazino[1',2':3,4]imidazo[1,2-c]pyrimidin-7-yl)oxy)methyl)benzonitrile 2,2,2-trifluoroacetate